[Zr].C(C(O)C)(=O)OCC ethyl lactate zirconium